C(CCC)C1=CC=C(C=C1)C=1SC(=C(N1)C(C)C)CCC(O)C1=CC(=C(C=C1)OC(CO)(C)C)C 3-(2-(4-butylphenyl)-4-isopropylthiazol-5-yl)-1-(4-((1-hydroxy-2-methylpropan-2-yl)oxy)-3-methylphenyl)propan-1-ol